C1(CC1)C1=NC=NC(=C1C=1N=CC2=C(N1)C(=C(N2)CCOC)C(O)C2=CC=C(C=C2)C=2N(C=C(N2)C(F)(F)F)C)OC [2-(4-cyclopropyl-6-methoxy-pyrimidin-5-yl)-6-(2-methoxyethyl)-5H-pyrrolo[3,2-d]pyrimidin-7-yl]-[4-[1-methyl-4-(trifluoromethyl)imidazol-2-yl]phenyl]methanol